C(C1=CC=CC=C1)OC1=C(C(=C(/C(/OC)=N/C#N)C=C1)[N+](=O)[O-])OC methyl (Z)-4-(benzyloxy)-N-cyano-3-methoxy-2-nitrobenzimidate